N-ethyl-3,4-methylenedioxyamphetamine-HCl Cl.C(C)NC(C)CC1=CC2=C(C=C1)OCO2